7-(3-methylbut-2-en-1-yl)-7H-pyrrolo[2,3-h]quinazoline-2,4-diamine CC(=CCN1C=CC=2C1=CC=C1C(=NC(=NC21)N)N)C